CC1C(=NOC1(C)C)C1[C@H]2CN(C[C@@H]12)C(=O)OC(C)(C)C tert-butyl (1R,5S,6r)-6-(4,5,5-trimethyl-4,5-dihydro-1,2-oxazol-3-yl)-3-azabicyclo[3.1.0]hexane-3-carboxylate